7-(1-(adamantan-1-ylmethyl)-5-methyl-1H-pyrazol-4-yl)-3-((3-(benzo[d]thiazol-2-ylcarbamoyl)pyridin-2-yl)amino)imidazo[1,2-a]pyridine-8-carboxylic acid C12(CC3CC(CC(C1)C3)C2)CN2N=CC(=C2C)C2=C(C=3N(C=C2)C(=CN3)NC3=NC=CC=C3C(NC=3SC2=C(N3)C=CC=C2)=O)C(=O)O